NC(C(O)(O)C)(C)O 2-amino-2-hydroxy-methyl-propanediol